N-(3,5-dichloro-4-(trifluoromethyl)phenyl)-2-(4-((1-(2-(2,6-dioxopiperidine-3-yl)-1,3-dioxoisoindoline-5-yl)azetidin-3-yl)ethynyl)-1H-pyrazol-1-yl)-2-methylpropionamide ClC=1C=C(C=C(C1C(F)(F)F)Cl)NC(C(C)(C)N1N=CC(=C1)C#CC1CN(C1)C=1C=C2C(N(C(C2=CC1)=O)C1C(NC(CC1)=O)=O)=O)=O